tert-butyl 2-(5-fluoro-2-(4-fluoro-N-methyl-3-nitrobenzamido) phenyl)acetate FC=1C=CC(=C(C1)CC(=O)OC(C)(C)C)N(C(C1=CC(=C(C=C1)F)[N+](=O)[O-])=O)C